4-amino-2,5-difluorophenylacetylene NC1=CC(=C(C=C1F)C#C)F